2,5-bis-(4-aminophenyl)-(1,3,4)oxadiazole NC1=CC=C(C=C1)C=1OC(=NN1)C1=CC=C(C=C1)N